(4bR,9bR)-1,9b-diamino-4b-hydroxy-7-((1R,2R)-2-methylcyclopropyl)-4b,9b-dihydro-10H-indeno[1,2-b]Benzofuran-10-one hydrochloride Cl.NC1=C2C([C@]3([C@](OC4=C3C=CC(=C4)[C@H]4[C@@H](C4)C)(C2=CC=C1)O)N)=O